C1CC12CCN(CC2)C=2C=C(C=CC2N2N=NC(=C2)C=2C=C1C=CC(=NC1=C(C2F)N2CCC(CC2)(F)F)C)NS(=O)(=O)CCO N-(3-{6-azaspiro[2.5]octane-6-yl}-4-{4-[8-(4,4-difluoropiperidin-1-yl)-7-Fluoro-2-methylquinolin-6-yl]-1H-1,2,3-triazol-1-yl}phenyl)-2-hydroxyethane-1-sulfonamide